N1N=CC=2C1=NC=C(C2)CN2CC1=C(CC2)C(=CS1)C(=O)NC1=NOC(=C1)C(C)(C)C 6-((1H-pyrazolo[3,4-b]pyridin-5-yl)methyl)-N-(5-(tert-butyl)isoxazol-3-yl)-4,5,6,7-tetrahydrothieno[2,3-c]pyridine-3-carboxamide